1-(4-(4-fluorophenyl)pyrimidin-2-yl)piperidine-4-carboxylic acid 1-azabicyclo[3.2.2]non-4-yl ester N12CCC(C(CC1)CC2)OC(=O)C2CCN(CC2)C2=NC=CC(=N2)C2=CC=C(C=C2)F